C1(CC1)C1=C(C=NC=C1)OCC(C)(C)NC(=O)C1[C@H]2[C@@H](N[C@H]([C@@H]12)C)C (1R,2S,4S,5S,6S)-N-(1-((4-cyclopropylpyridin-3-yl)oxy)-2-methylpropan-2-yl)-2,4-dimethyl-3-azabicyclo[3.1.0]hexane-6-carboxamide